ClC=1C=C(C=CC1F)NC1=NC=NC2=CC(=C(C=C12)NC(C=CCN1CCCC=C1)=O)OC 4-(3,4-Dihydro-2H-pyridin-1-yl)-but-2-enoic acid [4-(3-chloro-4-fluoro-phenylamino)-7-methoxy-quinazolin-6-yl]amide